COC1=NC=2CCC(C(C2C=C1)(C(=O)OC)C(C(C=O)C)([2H])[2H])=O methyl 2-methoxy-5-(2-methyl-3-oxopropyl-1,1-d2)-6-oxo-5,6,7,8-tetrahydroquinoline-5-carboxylate